CC=1C(=NC=C(C1)N1CC(CC1)(C1=CC=CC=C1)C)C(=O)NCCN1C(NC2(C1)CCN(CC2)C(=O)OC(C)(C)C)=O tert-butyl 3-(2-(3-methyl-5-(3-methyl-3-phenylpyrrolidin-1-yl)picolinamido)ethyl)-2-oxo-1,3,8-triazaspiro[4.5]decane-8-carboxylate